7-(5-(8-cyano-6-fluoro-4-hydroxy-4-methyl-spiro[chromane-2,1'-cyclopropane]-7-yl)-1-methyl-1H-pyrazol-4-yl)-4-oxopyrido[3,4-d]pyridazine-3(4H)-carboxylic acid tert-butyl ester C(C)(C)(C)OC(=O)N1N=CC2=C(C1=O)C=NC(=C2)C=2C=NN(C2C2=C(C=C1C(CC3(CC3)OC1=C2C#N)(C)O)F)C